4-[3-[2,6-Dichloro-4-[(3R)-3-hydroxypyrrolidin-1-yl]benzoyl]-2,4-dihydro-1,3-benzoxazin-8-yl]-5-fluoro-2-morpholin-4-ylbenzoic acid ClC1=C(C(=O)N2COC3=C(C2)C=CC=C3C3=CC(=C(C(=O)O)C=C3F)N3CCOCC3)C(=CC(=C1)N1C[C@@H](CC1)O)Cl